BrC1=C(C=C(C=C1)C1=NC2=C(N1)C(C(=C(C2=O)N2CCCC2)Cl)=O)F 2-(4-bromo-3-fluorophenyl)-6-chloro-5-(pyrrolidin-1-yl)-1H-benzo[d]imidazole-4,7-dione